C(C=C)[C@H]1[C@H](COC1)OC1=C(C=CC(=C1)C)S(=O)(=O)N1[C@@H](CCC1)C(=O)OC(C)(C)C |o1:3,4| tert-Butyl ((2-(((3R*,4R*)-4-allyltetrahydrofuran-3-yl)oxy)-4-methylphenyl)sulfonyl)-L-prolinate